COC1=C(C=C(C=C1)OC)C1C2=CC=CC=C2SC=2C=CC=CC12 9-(2,5-dimethoxyphenyl)-9H-thioxanthene